tert-butyl N-[(3R)-5-[(4-chlorophenyl)methyl]-7-[[(1-cyano-1-methyl-ethyl)carbamoylamino]carbamoyl]-8-fluoro-4-oxo-2,3-dihydro-1,5-benzothiazepin-3-yl]carbamate ClC1=CC=C(C=C1)CN1C([C@H](CSC2=C1C=C(C(=C2)F)C(NNC(NC(C)(C)C#N)=O)=O)NC(OC(C)(C)C)=O)=O